COC=1C=C(C=CC1)C1=CC(=NN1)NC=1N=C(C2=C(N1)C=C(O2)C2=CC=NC=C2)N2CCOCC2 N-[5-(3-methoxyphenyl)-1H-pyrazol-3-yl]-4-morpholino-6-(4-pyridyl)furo[3,2-d]pyrimidin-2-amine